(1R,7R,8R,9R,10S,11S,12R,Z)-8-(((R)-tert-butylsulfinyl)amino)-7-methyl-13-oxa-2-thiabicyclo[7.3.1]tridec-5-ene-10,11,12-triyl tribenzoate C(C1=CC=CC=C1)(=O)O[C@H]1[C@H]2[C@@H]([C@@H](\C=C/CCS[C@H]([C@@H]([C@H]1OC(C1=CC=CC=C1)=O)OC(C1=CC=CC=C1)=O)O2)C)N[S@](=O)C(C)(C)C